(S)-3-bromo-5-(3-(4-chlorophenoxy)-4-methylphenyl)-4,5-dihydroisoxazole BrC1=NO[C@@H](C1)C1=CC(=C(C=C1)C)OC1=CC=C(C=C1)Cl